[Ru+2].ClC1=C(C=CC=CC=C1)Cl dichloro(cyclooctadiene-1,5-diene) ruthenium (II)